ClC1=NC=C(C(=N1)NC1=CC=CC=C1)Cl 2,5-dichloro-N-phenylpyrimidin-4-amine